FC(C(=O)O)(F)F.O1CCN(CC1)C=O (morpholino)methanone 2,2,2-trifluoroacetate